(7R)-2-chloro-N-[2-(1H-indol-3-yl)ethyl]-7-(methoxymethyl)-7,8-dihydro-6H-pyrimido[5,4-b](1,4)oxazin-4-amine ClC=1N=C(C=2OC[C@H](NC2N1)COC)NCCC1=CNC2=CC=CC=C12